1-(2-morpholin-2-yloxyethyl)-6-(3-(quinolin-6-ylmethyl)-[1,2,4]triazolo[4,3-b]pyridazin-6-yl)-3,4-dihydroquinolin-2(1H)-one N1CC(OCC1)OCCN1C(CCC2=CC(=CC=C12)C=1C=CC=2N(N1)C(=NN2)CC=2C=C1C=CC=NC1=CC2)=O